C(C1=CC=CC=C1)OC1=C(C=C2C(CC(OC2=C1[N+](=O)[O-])C1CCN(CC1)C(=O)OC(C)(C)C)=O)F tert-butyl 4-(7-(benzyloxy)-6-fluoro-8-nitro-4-oxochroman-2-yl)piperidine-1-carboxylate